O[C@@H]1C[C@H](N(C1)C([C@H](C(C)(C)C)NC(CN(CCC(=O)O)C)=O)=O)C(N[C@@H](C)C1=CC=C(C=C1)C1=C(N=CS1)C)=O 3-((2-(((S)-1-((2S,4R)-4-hydroxy-2-(((S)-1-(4-(4-methylthiazol-5-yl)phenyl)ethyl)carbamoyl)pyrrolidin-1-yl)-3,3-dimethyl-1-oxobutan-2-yl)amino)-2-oxoethyl)(methyl)amino)propanoic acid